4-bromo-2-(4-chlorophenyl)quinazoline BrC1=NC(=NC2=CC=CC=C12)C1=CC=C(C=C1)Cl